bis(1-methylpyridin-1-ium) tris(tetrafluoroborate) F[B-](F)(F)F.F[B-](F)(F)F.F[B-](F)(F)F.C[N+]1=CC=CC=C1.C[N+]1=CC=CC=C1